FC=1C=C(C(=O)N)C=C(C1C(C)(C)O)C1=CC2=C(NC=N2)C=C1 3-fluoro-4-(2-hydroxypropan-2-yl)-5-(1H-benzimidazol-5-yl)benzamide